4-aminoquinolinium chloride [Cl-].NC1=CC=[NH+]C2=CC=CC=C12